tert-butyl 3-(3,3-dimethyloxetan-2-yl)-3-phenethylpyrrolidine-1-carboxylate CC1(C(OC1)C1(CN(CC1)C(=O)OC(C)(C)C)CCC1=CC=CC=C1)C